COC1=NC(=NN2C1=C(C=C2)C=2C=C1N=CC=NC1=CC2)NC2CC1(CCN1C(C)=O)C2 1-((4S,6r)-6-((4-methoxy-5-(quinoxalin-6-yl)pyrrolo[2,1-f][1,2,4]triazin-2-yl)amino)-1-azaspiro[3.3]heptan-1-yl)ethan-1-one